[Br-].COC(=O)C1(CC1)[Zn+] (1-(methoxycarbonyl)cyclopropyl)Zinc bromide